2-(5,7-dimethyl-2-oxo-2,3-dihydro-1H-indol-1-yl)acetamide CC=1C=C2CC(N(C2=C(C1)C)CC(=O)N)=O